methyl 2-(4-(5-chloro-7-((tetrahydro-2H-pyran-4-yl)amino)-1H-indol-2-yl)phenyl)acetate ClC=1C=C2C=C(NC2=C(C1)NC1CCOCC1)C1=CC=C(C=C1)CC(=O)OC